2-(trans-4-aminocyclohexyl)-9-chloro-6-((4,6-dimethyl-2-oxo-1,2-dihydropyridin-3-yl)methyl)-2,4-dimethyl-7,8-dihydro-[1,3]dioxolo[4,5-g]isoquinolin-5(6H)-one N[C@@H]1CC[C@H](CC1)C1(OC=2C(=C(C=3CCN(C(C3C2C)=O)CC=2C(NC(=CC2C)C)=O)Cl)O1)C